Ethyl (S)-3-amino-3-(5-cyclopropyl-4-fluoro-2'-(hex-5-en-1-yl)-6'-methyl-[1,1'-biphenyl]-3-yl)propanoate hydrochloride Cl.N[C@@H](CC(=O)OCC)C=1C=C(C=C(C1F)C1CC1)C1=C(C=CC=C1C)CCCCC=C